C1(CC1)S(=O)(C)=NC1=NC(=C(C2=CC3=C(C=C12)NN=C3)C3=CC=C(C=C3)F)C(C)C cyclopropyl((5-(4-fluorophenyl)-6-isopropyl-1H-pyrazolo[4,3-g]isoquinolin-8-yl)imino)(methyl)-λ6-sulfanone